p-Tetramethylxylylene diisocyanate CC(C)(C1=CC=C(C=C1)C(C)(C)N=C=O)N=C=O